(S)-N-ethyl-5-fluoro-N-isopropyl-2-((5-(2-(2-methyl-6-(methylamino)hexan-3-yl)-2,6-diazaspiro[3.4]octan-6-yl)-1,2,4-triazin-6-yl)oxy)benzamide hydrochloride Cl.C(C)N(C(C1=C(C=CC(=C1)F)OC1=C(N=CN=N1)N1CC2(CN(C2)[C@H](C(C)C)CCCNC)CC1)=O)C(C)C